OP(O)(=O)OP(=O)(O)[O-].[Na+] sodium trishydrogen pyrophosphate